tert-Butyl N-[(4-chlorophenyl)methylidene]carbamate ClC1=CC=C(C=C1)C=NC(OC(C)(C)C)=O